racemic-3-butyne CCC#C